2-ethylbutyric acid, eicosyl ester C(C)C(C(=O)OCCCCCCCCCCCCCCCCCCCC)CC